bis(linoleate) titanium [Ti+2].C(CCCCCCC\C=C/C\C=C/CCCCC)(=O)[O-].C(CCCCCCC\C=C/C\C=C/CCCCC)(=O)[O-]